OCCNC(O[C@@H]1CC[C@H](CC1)C(N(C1=CC(=CC=C1)C=1N=C(OC1)C1CC1)C[C@@H]1CC[C@H](CC1)C1=NC(=C(C=C1)OC)C#N)=O)=O trans-4-(((trans-4-(6-Cyano-5-methoxypyridin-2-yl)cyclohexyl)methyl)(3-(2-cyclopropyloxazol-4-yl)phenyl)carbamoyl)cyclohexyl (2-hydroxyethyl)carbamate